CN1CCC(CC1)NC(=O)C=1C=NN2C1C=C(C=C2)C2=CNC=1N=C(N=CC12)NCCC(F)(F)F N-(1-methylpiperidin-4-yl)-5-(2-((3,3,3-trifluoropropyl)amino)-7H-pyrrolo[2,3-d]pyrimidin-5-yl)pyrazolo[1,5-a]pyridine-3-carboxamide